CC1(C2=CC=CC=C2C=2C(=CC=CC12)C1=CC=C(C=C1)B1OC(C(O1)(C)C)(C)C)C 2-(4-(9,9-dimethyl-9H-fluoren-4-yl)phenyl)-4,4,5,5-tetramethyl-1,3,2-dioxaborolane